FC1(CN(C1)S(=O)(=O)C)CN1N=C2C3=C(CCC2=C1)OC(=C3C)C(=O)NC[C@H]3OCCC3 2-{[3-fluoro-1-(methylsulfonyl)azetidin-3-yl]methyl}-8-methyl-N-[(2S)-tetrahydrofurane-2-ylmethyl]-4,5-dihydro-2H-furo[2,3-g]indazole-7-carboxamide